nitronium chloride [Cl-].O=[N+]=O